N-nonyl-2-thioxo-1,2-dihydropyridine-3-carboxamide C(CCCCCCCC)NC(=O)C=1C(NC=CC1)=S